(3aR,5s,6aS)-2-((6-methylbenzo[d][1,3]dioxol-5-yl)methyl)-N-(6-(phenylsulfonyl)pyridazin-3-yl)octahydrocyclopenta[c]pyrrol-5-amine CC=1C(=CC2=C(OCO2)C1)CN1C[C@@H]2[C@H](C1)CC(C2)NC=2N=NC(=CC2)S(=O)(=O)C2=CC=CC=C2